NC1=C(C=C(N=N1)C1=C(C=CC=C1)O)N1CC(C1)(OC)OC 2-(6-amino-5-(3,3-dimethoxyazetidin-1-yl)pyridazin-3-yl)phenol